bismethyl-maleimide CC1=C(C(=O)NC1=O)C